ClC1=C(C=CC=C1F)C(C)=O 1-(2-chloro-3-fluorophenyl)ethanone